ethane-1,1,1-triyltris(benzene-4,1-diyl)tris(2-(anthracen-9-ylmethoxy)acetate) C(C)(C1=CC=C(C=C1)C(C(=O)[O-])OCC=1C2=CC=CC=C2C=C2C=CC=CC12)(C1=CC=C(C=C1)C(C(=O)[O-])OCC=1C2=CC=CC=C2C=C2C=CC=CC12)C1=CC=C(C=C1)C(C(=O)[O-])OCC=1C2=CC=CC=C2C=C2C=CC=CC12